2-methyl-1-n-butanol CC(CO)CC